(2R,4R)-1-(((9H-fluoren-9-yl)methoxy)carbonyl)-4-((4-fluoronaphthalen-1-yl)methyl)pyrrolidine-2-carboxylic acid C1=CC=CC=2C3=CC=CC=C3C(C12)COC(=O)N1[C@H](C[C@H](C1)CC1=CC=C(C2=CC=CC=C12)F)C(=O)O